CC(CCOC(C1=CC=CC=C1)=O)CC\C=C(\CCC=C(C)C)/C (E)-3,7,11-Trimethyldodeca-6,10-dien-1-ylbenzoat